ClCC(CC1=CC=C(S1)CCC(=O)OCC)=O ethyl 3-[5-(3-chloro-2-oxo-propyl)-2-thienyl]propanoate